BrC=1C=C(C=CC1)C(C1=NN=CN1C)C1CCC1 3-((3-Bromophenyl)(cyclobutyl)methyl)-4-methyl-4H-1,2,4-triazole